(3R,4R)-4-((5-fluoro-7-(perfluoroethyl)pyrrolo[2,1-f][1,2,4]triazin-2-yl)amino)-1-(methylsulfonyl)piperidin-3-ol FC=1C=C(N2N=C(N=CC21)N[C@H]2[C@@H](CN(CC2)S(=O)(=O)C)O)C(C(F)(F)F)(F)F